CC1C(=O)OCCCCOC(C1)=O Butylene 2-Methylsuccinate